C[C@@H]1N(C[C@H](N(C1)[C@H](C)C=1C=C2N=CC=NC2=CC1)C)C=1C=2C(NC(C1)=O)=CN(N2)CC#N (7-((2S,5R)-2,5-dimethyl-4-((R)-1-(quinoxalin-6-yl)ethyl)piperazin-1-yl)-5-oxo-4,5-dihydro-2H-pyrazolo[4,3-b]pyridin-2-yl)acetonitrile